(E)-4-(1-(N'-hydroxycarbamimidoyl)pyrrolidin-2-yl)benzamide O\N=C(/N)\N1C(CCC1)C1=CC=C(C(=O)N)C=C1